1,6-dioxaspiro[4.5]decane-10-yl 2-fluorobenzoate FC1=C(C(=O)OC2CCCOC23CCCO3)C=CC=C1